ClC=1C(=C(C=CC1)NC(=S)C1=C(CCN(C1=O)C(=O)OC(C)(C)C)NCC1=C(C=NC=C1)OCC1=NC(=CC=C1)F)OC tert-butyl 5-((3-chloro-2-methoxyphenyl)carbamothioyl)-4-(((3-((6-fluoropyridin-2-yl)methoxy)pyridin-4-yl)methyl)amino)-6-oxo-3,6-dihydropyridine-1(2H)-carboxylate